2-(benzyl(2-hydroxypropyl)amino)-1-(1-cyclopropyl-1H-pyrazol-4-yl)ethan-1-one C(C1=CC=CC=C1)N(CC(=O)C=1C=NN(C1)C1CC1)CC(C)O